[Li].[C-]1(C=CC=C1)CO.[CH-]1C=CC=C1.[Fe+2] ferrocenyl-methyl alcohol lithium